FC(C(=O)O)(F)F.C(C)(C)S(=O)(=O)CC1CNC1 3-(isopropylsulfonylmethyl)azetidine trifluoroacetic acid salt